P(=O)(OC1=C(O)C=C(C(=C1C1=CC=CC=C1)O)CCCCCCCCCC1=CC=CC=C1)([O-])[O-] phenylnonylphenylhydroquinonyl phosphate